C(C)(C)(C)OC(=O)N1[C@@H](CCC1)C=1SC=C(N1)C(C1=CC(=CC=C1)OC)=O (S)-2-(4-(3-Methoxybenzoyl)thiazol-2-yl)pyrrolidine-1-carboxylic acid tert-butyl ester